2-[3-(2-triphenylenyl)phenyl]-1,10-phenanthroline C1=C(C=CC=2C3=CC=CC=C3C3=CC=CC=C3C12)C=1C=C(C=CC1)C1=NC2=C3N=CC=CC3=CC=C2C=C1